tert-butyl (5-(4-((2S,4R)-1-acetyl-4-((4-chlorophenyl)amino)-2-methyl-1,2,3,4-tetrahydroquinolin-6-yl)benzamido)pentyl)carbamate C(C)(=O)N1[C@H](C[C@H](C2=CC(=CC=C12)C1=CC=C(C(=O)NCCCCCNC(OC(C)(C)C)=O)C=C1)NC1=CC=C(C=C1)Cl)C